C(CCC)[Li] 1-Butyl-lithium